C(#N)C1=C(C(=CC2=CC=CC=C12)OC)C1=C(C=NN1C)C1=CC=C2C(NN=C(C2=C1)CNC(OC(C)(C)C)=O)=O tert-butyl N-[[7-[5-(1-cyano-3-methoxy-2-naphthyl)-1-methyl-pyrazol-4-yl]-4-oxo-3H-phthalazin-1-yl]methyl]carbamate